FC(C(=O)[O-])(F)F.C(=O)(O)[C@H](CC1=CC=C(C=C1)O)NC(C(CC1=C(NC2=CC=CC=C12)C(F)(F)F)[NH3+])=O 1-(((S)-1-carboxy-2-(4-hydroxyphenyl)ethyl)amino)-1-oxo-3-(2-(trifluoromethyl)-1H-indol-3-yl)propan-2-aminium trifluoroacetate